3-(2-Amino-1-(3-chlorophenyl)ethyl)-7-(5-chloro-1H-pyrazol-4-yl)quinazolin-4(3H)-one NCC(C1=CC(=CC=C1)Cl)N1C=NC2=CC(=CC=C2C1=O)C=1C=NNC1Cl